C[C@@H]1N(C[C@@H](NC1)C)C1=NC=C(C=N1)C#N 2-[(2S,5S)-2,5-dimethylpiperazin-1-yl]pyrimidine-5-carbonitrile